NC1=C(C=NN1CC)C(=O)N 5-amino-1-ethyl-1H-pyrazole-4-carboxamide